CN(CCCC=1C(=CC(N(C1)C(C(=O)N[C@@H](CC(=O)O)C=1C(=C(C=C(C1F)C)C1=C(C(=C(C=C1C)C)F)C)F)CC(C)C)=O)C(F)(F)F)C (3S)-3-(2-(5-(3-(dimethylamino)propyl)-2-oxo-4-(trifluoromethyl)pyridin-1(2H)-yl)-4-methylpentanamido)-3-(2,3',4-trifluoro-2',4',5,6'-tetramethyl-[1,1'-biphenyl]-3-yl)propanoic acid